4-(Pyrrolidin-1-ylsulfonyl)aniline ethyl-allantoate C(C)OC(C(NC(=O)N)NC(=O)N)=O.N1(CCCC1)S(=O)(=O)C1=CC=C(N)C=C1